[(3aR,4R,6R,6aS)-6-{5-bromo-4-chloropyrrolo[2,3-d]pyrimidin-7-yl}-2,2-dimethyl-tetrahydro-3aH-cyclopenta[d][1,3]dioxol-4-yl]methanol BrC1=CN(C=2N=CN=C(C21)Cl)[C@@H]2C[C@@H]([C@@H]1[C@H]2OC(O1)(C)C)CO